trans-ferrocene [CH-]1C=CC=C1.[CH-]1C=CC=C1.[Fe+2]